C(C)(=O)N1C[C@@H]2N(C([C@H](CC1)NC(=O)OC(C)(C)C)=O)[C@@H](CC2)C(=O)OC methyl (5S,8S,10aR)-2-acetyl-5-((tert-butoxycarbonyl)amino)-6-oxodecahydropyrrolo[1,2-a][1,4]diazocine-8-carboxylate